C[C@]1(O)[C@@H]([C@@H](O)[C@@H](O)[C@H](O1)CO)NC(C(F)(F)F)=O Methyl-2-Deoxy-2-trifluoroacetylamino-β-D-Galactopyranose